(aminomethyl)pyrrolidin NCN1CCCC1